OC(C)C=1C(=NC(=CC1)N1C=NC2=C1C=CC(=C2)NC=2N=NC(=CC2)C)N2N=C(C=1CNCCC12)C#N 1-[3-(1-Hydroxyethyl)-6-[5-[(6-methylpyridazin-3-yl)amino]benzimidazol-1-yl]-2-pyridyl]-4,5,6,7-tetrahydropyrazolo[4,3-c]pyridine-3-carbonitrile